Hex-2-en-1-ol C(C=CCCC)O